[3,3'-Bipyridin]-2-amin N1=C(C(=CC=C1)C=1C=NC=CC1)N